tert-butyl 6-chloro-3-[methyl(oxolan-3-yl)amino]pyridazine-4-carboxylate ClC1=CC(=C(N=N1)N(C1COCC1)C)C(=O)OC(C)(C)C